C1CCC2=C(C=3CCCC3C=C12)NC(N)=O 3-(1,2,3,5,6,7-hexahydro-s-indacen-4-yl)urea